[4-[1-(2,2-dimethylpropyl)-1,2,4-triazol-3-yl]-3-fluoro-phenyl]-[4-(5-methyloxazolo[4,5-b]pyridin-2-yl)piperazin-1-yl]methanone CC(CN1N=C(N=C1)C1=C(C=C(C=C1)C(=O)N1CCN(CC1)C=1OC=2C(=NC(=CC2)C)N1)F)(C)C